5-(4-{[2-(diethylamino)ethyl]oxy}phenyl)-3-(2-methylpyrazol-3-yl)-1H-pyrrolo[2,3-b]pyridine C(C)N(CCOC1=CC=C(C=C1)C=1C=C2C(=NC1)NC=C2C=2N(N=CC2)C)CC